C(C)OC(=O)C1=CC=2C(=C(N=CC2Cl)Cl)N1COCC[Si](C)(C)C 4,7-dichloro-1-((2-(trimethylsilyl)ethoxy)methyl)-1H-pyrrolo[2,3-c]pyridine-2-carboxylic acid ethyl ester